3-(ureido)propyltriethoxysilane N(C(=O)N)CCC[Si](OCC)(OCC)OCC